C(C)OC(C=CC1=CC=CC=C1)=O ETHYL-CINNAMATE